ClCCC(=C(C1=CC=CC=C1)C1=CC=C(OCCN(C)CC=2C=C3C(N(C(C3=CC2)=O)C2C(NC(CC2)=O)=O)=O)C=C1)C1=CC=CC=C1 5-(((2-(4-(4-chloro-1,2-diphenylbut-1-en-1-yl)phenoxy)ethyl)(methyl)amino)methyl)-2-(2,6-dioxopiperidin-3-yl)isoindoline-1,3-dione